FC1=C(C(=CC=C1)F)C=1NC=2C(C3=C(N1)C=CC=C3)=NNC2 5-(2,6-difluorophenyl)-2,4-dihydrobenzo[d]pyrazolo[3,4-f][1,3]diazepin